1-((bromomethyl)sulfinyl)-4-methylbenzene BrCS(=O)C1=CC=C(C=C1)C